(((2S,3R,4S,6R)-4-(dimethylamino)-3-hydroxy-6-methyltetrahydro-2H-pyran-2-yl)oxy)-4-isopentyl-8-methoxy-6,8,10,12,12-pentamethyl-1-oxa-4-azacyclotridecane-11,13-dione CN([C@@H]1[C@H]([C@@H](O[C@@H](C1)C)OC1OC(C(C(C(CC(CC(CN(C1)CCC(C)C)C)(C)OC)C)=O)(C)C)=O)O)C